CC(CS(=O)(=O)C=1C=C2CCNC2=CC1)(C)C 5-(2,2-dimethylpropylsulfonyl)indoline